C(C)(C)N1OC([C@H]2[C@H]1[C@H](C[C@@](C2)(C)C2=C(C#N)C=CC(=C2)C)C)(C)C ((3ar,5r,7s,7ar)-1-isopropyl-3,3,5,7-tetramethyloctahydrobenzo[c]isoxazol-5-yl)-4-methylbenzonitrile